N-{2-fluoro-3-[6-oxo-4-(trifluoromethyl)-1,6-dihydropyrimidin-2-yl]-4-(trifluoromethyl)benzyl}-1-[5-(trifluoromethoxy)pyridin-2-yl]piperidine-4-carboxamide FC1=C(CNC(=O)C2CCN(CC2)C2=NC=C(C=C2)OC(F)(F)F)C=CC(=C1C=1NC(C=C(N1)C(F)(F)F)=O)C(F)(F)F